CC1(N(C(CCC1)(C)C)NCCC[Si](OCC)(OCC)C)C (2,2,6,6-tetramethylpiperidyl)aminopropylmethyldiethoxysilane